1-[4-[4-morpholin-4-yl-6-(3-oxa-8-azabicyclo[3.2.1]octan-8-yl)-1,3,5-triazin-2-yl]phenyl]-3-pyridin-4-ylurea N1(CCOCC1)C1=NC(=NC(=N1)N1C2COCC1CC2)C2=CC=C(C=C2)NC(=O)NC2=CC=NC=C2